Cl.FC1=CC(=CC2=C1[C@@H]1NCCC[C@@H]1O2)OC(F)(F)F (4aS,9bS)-9-fluoro-7-(trifluoromethoxy)-1,2,3,4,4a,9b-hexahydrobenzofuro[3,2-b]pyridine hydrochloride